C(C)(C)(C)NC(C(C=1C=NC=CC1)N(C(=O)C=1N=C(SC1)C#C)C1=CC=C(C=C1)C1=CN=CO1)=O N-(2-(tert-butylamino)-2-oxo-1-(pyridin-3-yl)ethyl)-2-ethynyl-N-(4-(oxazol-5-yl)phenyl)thiazole-4-carboxamide